5-(4,4-difluoropiperidin-3-yl)pyridin-2(1H)-one hydrochloride Cl.FC1(C(CNCC1)C=1C=CC(NC1)=O)F